ARSENIC IRON [Fe].[As]